C(C)N1CCC2(CC2C(=O)N[C@@H](CCCCCC(CC)=O)C=2N=C(NC2C=2SC=CC2)C2=CC=C(C=C2)F)CC1 6-Ethyl-N-((S)-1-(2-(4-fluorophenyl)-5-(thiophen-2-yl)-1H-imidazol-4-yl)-7-oxononyl)-6-azaspiro[2.5]octan-1-carboxamid